dimethyl-myristylamine CN(CCCCCCCCCCCCCC)C